ClC1=C(C=CC(=C1)C)S(=O)(=O)N1CCC2(CC(CO2)=O)CC1 8-(2-chloro-4-methyl-phenyl)sulfonyl-1-oxa-8-azaspiro[4.5]decan-3-one